NCCC=1C=CC=C2C(=NC(=NC12)NC1=CC(=CC(=C1)C)F)N[C@H](C)C=1SC=CC1 (R)-8-(2-aminoethyl)-N2-(3-fluoro-5-methylphenyl)-N4-(1-(thiophen-2-yl)ethyl)quinazoline-2,4-diamine